2'-chloro-3-fluoro-5-methoxy-3'-(4,4,5,5-tetramethyl-1,3,2-dioxaborolan-2-yl)-[1,1'-biphenyl]-4-formaldehyde ClC1=C(C=CC=C1B1OC(C(O1)(C)C)(C)C)C1=CC(=C(C(=C1)OC)C=O)F